C(=O)C=1N=NSC1C(=O)N[C@H](C(=O)NC=1C(N(C=CC1)CC(=O)NC1C2CC3CC(CC1C3)C2)=O)CCC(C(=O)NC)=O (S)-2-(4-formyl-1,2,3-thiadiazole-5-carboxamido)-N1-(1-(2-(2-adamantylamino)-2-oxoethyl)-2-oxo-1,2-dihydropyridin-3-yl)-N6-methyl-5-oxohexanediamide